C1(CC1)OC1=CC=C(C=C1C#N)F 6-cyclopropyloxy-3-fluorobenzonitrile